C(C)C=1NC=C(C1)CC(C)C 2-ethyl-4-isobutylpyrrole